dimethyl (R)-2-(1-(tert-butyloxycarbonyl)pyrrolidin-3-yl)-2-(3-vinylphenethyl)malonate C(C)(C)(C)OC(=O)N1C[C@H](CC1)C(C(=O)OC)(C(=O)OC)CCC1=CC(=CC=C1)C=C